cis-(1S,2R)-3-iodo-3,5-cyclohexadiene-1,2-diol IC=1[C@@H]([C@H](C=CC1)O)O